CC1=CC(=NN1)NC1=C2C=CC=NC2=CC(=N1)NC1CC2CCC(C1)N2CCC#N 3-((3-exo)-3-((5-((5-methyl-1H-pyrazol-3-yl)amino)-1,6-naphthyridin-7-yl)amino)-8-azabicyclo[3.2.1]octan-8-yl)propionitrile